C(C)(C)(C)OOC(C)(C)C1=C(C=CC=C1)C(C)(OOC(C)(C)C)C bis(1-(t-butylperoxy)-1-methylethyl)-benzene